[Br-].C(C1=CC=CC=C1)[N+]1=CC=C(C=C1)C=1OC(=CC1)C1=CC=NC=C1 1-benzyl-4-(5-(pyridin-4-yl)furan-2-yl)pyridin-1-ium bromide